potassium phosphite Hydrochloride Cl.P([O-])([O-])[O-].[K+].[K+].[K+]